5'-((3-((tert-butoxycarbonyl)amino)butyl)carbamoyl)-2',6-bis(hexyloxy)-[1,1'-biphenyl] C(C)(C)(C)OC(=O)NC(CCNC(=O)C=1C=CC(=C(C1)C1=CC=CC=C1OCCCCCC)OCCCCCC)C